3-(4-nitrophenoxy)-1-(thiophen-2-yl)-N-methylpropylamine [N+](=O)([O-])C1=CC=C(OCCC(C=2SC=CC2)NC)C=C1